N-(3'-((5-amino-6-chloropyrimidin-4-yl)amino)-2'-fluoro-4'-(4-methylpiperazin-1-yl)-[1,1'-biphenyl]-4-yl)tetrahydro-2H-pyran-4-carboxamide NC=1C(=NC=NC1Cl)NC=1C(=C(C=CC1N1CCN(CC1)C)C1=CC=C(C=C1)NC(=O)C1CCOCC1)F